NC1=NC(=C2C(=N1)N(N=C2)CC=2C=C(C=CC2)C(C(=O)NC2=C(C=CC=C2)N)=C)C=2OC(=CC2)C (3-((6-amino-4-(5-methylfuran-2-yl)-1H-pyrazolo[3,4-d]pyrimidin-1-yl)methyl)phenyl)-N-(2-aminophenyl)acrylamide